2-(4-(2-((1-(Methylsulfonyl)piperidin-4-yl)amino)-5-(trifluoromethyl)pyrimidin-4-yl)-1H-imidazol-1-yl)-5-(pyrrolidin-1-ylmethyl)benzonitrile CS(=O)(=O)N1CCC(CC1)NC1=NC=C(C(=N1)C=1N=CN(C1)C1=C(C#N)C=C(C=C1)CN1CCCC1)C(F)(F)F